6-((2-methoxyethoxy)methoxy)-3-(7-((2-methoxyethoxy)methoxy)-2,2-dimethyl-2H-chromen-6-yl)chroman-4-one COCCOCOC=1C=C2C(C(COC2=CC1)C=1C=C2C=CC(OC2=CC1OCOCCOC)(C)C)=O